8-(2-((cis-3-methoxycyclobutyl)amino)-7H-pyrrolo[2,3-d]pyrimidin-5-yl)-3,4-dihydrobenzo[f][1,4]oxazepin-5(2H)-one CO[C@H]1C[C@H](C1)NC=1N=CC2=C(N1)NC=C2C2=CC1=C(C(NCCO1)=O)C=C2